4-(6-(4-acrylamido-2-fluorophenyl)-4-aminopyrazolo[5,1-f][1,2,4]triazin-5-yl)-N-isobutylbenzamide C(C=C)(=O)NC1=CC(=C(C=C1)C1=NN2N=CN=C(C2=C1C1=CC=C(C(=O)NCC(C)C)C=C1)N)F